OC1=C(C(=CC(=C1)C(F)(F)F)C)C1=CC=C(N=N1)C(C)N1C(CCC1)=O 1-(1-{6-[2-Hydroxy-6-methyl-4-(trifluoromethyl)phenyl]pyridazin-3-yl}ethyl)pyrrolidin-2-one